6-[1-(4-fluorophenyl)-4-methoxy-indol-3-yl]Spiro[3.3]Heptane-2-carboxylic acid methyl ester COC(=O)C1CC2(C1)CC(C2)C2=CN(C1=CC=CC(=C21)OC)C2=CC=C(C=C2)F